C(C(=C)C)(=O)NC(CS(=O)(=O)O)CC 2-methacrylamido-n-butyl-sulfonic acid